O1CC(C1)OC=1C=C2C(=NC1)C=CN2C[C@@H]2CC[C@H](CC2)C(=O)O trans-4-[[6-(oxetan-3-yloxy)pyrrolo[3,2-b]pyridin-1-yl]methyl]cyclohexanecarboxylic acid